C(N)(=N)C=1C=C(SC1)[C@H](C(C)C)NC(=O)[C@H]1N(C[C@@H](C1)OC(F)F)C(CNC(C1=CC=C(C=C1)OC1=CC=CC=C1)=O)=O (2S,4R)-N-((S)-1-(4-carbamimidoylthiophen-2-yl)-2-methylpropyl)-4-(difluoromethoxy)-1-((4-phenoxybenzoyl)glycyl)pyrrolidine-2-carboxamide